C(C(C)=C)[Ni+] methallylnickel (II)